ClC1=NC(=NC(=N1)OC)C1=CC=C(C=C1)OC 2-chloro-4-methoxy-6-(4-methoxyphenyl)-1,3,5-triazine